3-[2-methoxy-4-(1H-pyrrolo[2,3-b]pyridin-4-yloxy)phenyl]-1-[5-(trifluoromethyl)-3-pyridinyl]-2,4-imidazolidinedione trifluoroacetate FC(C(=O)O)(F)F.COC1=C(C=CC(=C1)OC1=C2C(=NC=C1)NC=C2)N2C(N(CC2=O)C=2C=NC=C(C2)C(F)(F)F)=O